COC1=CC=C(COC=2C=3N(C=C(C2)O)N=C2C3C=NN2)C=C1 4-(4-methoxybenzyloxy)-1H-pyrazolo[3',4':3,4]pyrazolo[1,5-a]pyridin-6-ol